ClC1=NC(=CC(=C1)[C@@H](CC1=NN=CN1C)C)Cl 2,6-dichloro-4-[(2R)-1-(4-methyl-1,2,4-triazol-3-yl)propan-2-yl]pyridine